C1(CC1)N(C1=C(C(=NC=N1)NCC1=CC=C(C=C1)NS(=O)(=O)C(F)F)F)CC1=CC=C(C=C1)C(F)(F)F N-[4-[[[6-[cyclopropyl-[[4-(trifluoromethyl)phenyl]methyl]amino]-5-fluoro-pyrimidin-4-yl]amino]methyl]phenyl]-1,1-difluoro-methanesulfonamide